C(=O)(OC(C)(C)C)N1C[C@@H](CCC1)C1=CC=C(C=C1)Br (S)-N-Boc-3-(4-bromophenyl)-piperidine